[2,2-bis(4-fluorophenyl)-1-methyl-ethyl](2S)-2-aminopropionate FC1=CC=C(C=C1)C(C(C)OC([C@H](C)N)=O)C1=CC=C(C=C1)F